CC=1C(=CC=CC1)S(=O)(=O)OC=1C=C(C=CC1)NC(=O)NC1=CC(=CC=C1)OS(=O)(=O)C=1C(C)=CC=CC1 N,N'-bis-[3-(o-toluenesulfonyloxy)phenyl]urea